COC1CN(C1)C(=O)O[C@@H]1CC[C@H](CC1)C(N(C[C@@H]1CC[C@H](CC1)C1=NC(=C(C=C1)OC)C)C1=CC(=CC=C1)C=1C=NN(C1)C(C)C)=O trans-4-((3-(1-Iso-propyl-1H-pyrazol-4-yl)phenyl)((trans-4-(5-methoxy-6-methyl-pyridin-2-yl)cyclohexyl)methyl)carbamoyl)cyclohexyl 3-methoxyazetidine-1-carboxylate